3-allyl-1,3-cyclopentadiene-1-carboxylate C(C=C)C=1C=C(CC1)C(=O)[O-]